vinyl 3,6-dioxaheptanoate C(COCCOC)(=O)OC=C